ClC=1C(=CC(=C(C1)S(=O)(=O)NC1=NC=NC=C1)F)NC1(CC1)C1=C(C=CC=C1)F 5-chloro-2-fluoro-4-((1-(2-fluorophenyl)cyclopropyl)amino)-N-(pyrimidin-4-yl)benzenesulfonamide